C(#N)N1C[C@]2(CC2C1)NC(C1=CC=C(C=C1)C1=C(C=NC=C1)OC1=CC=CC=C1)=O N-((1R)-3-Cyano-3-azabicyclo[3.1.0]hexan-1-yl)-4-(3-phenoxypyridin-4-yl)benzamid